4-[5-(4-chlorophenyl)-1-[2-(trifluoromethyl)phenyl]pyrrol-2-yl]-N-[(3R)-1-methylpyrrolidin-3-yl]benzamide hydrochloride Cl.ClC1=CC=C(C=C1)C1=CC=C(N1C1=C(C=CC=C1)C(F)(F)F)C1=CC=C(C(=O)N[C@H]2CN(CC2)C)C=C1